2-(4,5-difluoro-1-(tetrahydro-2H-pyran-2-yl)-1H-indazol-3-yl)ethan-1-ol FC1=C2C(=NN(C2=CC=C1F)C1OCCCC1)CCO